N[C@H](C(=O)O)CCCC(=O)O L-α-Aminoadipic Acid